dihydro-2H-pyrido[3,2-b][1,4]oxazin O1C2=C(NCC1)N=CC=C2